CN1N=C2[C@@H](N(CCC2=C1C1=CC(=NN1C)C(F)(F)F)C(=O)C1=C2C(=NC=C1)N(C=C2)CC(F)(F)F)C (S)-(2,7-Dimethyl-3-(1-methyl-3-(trifluoromethyl)-1H-pyrazol-5-yl)-2,4,5,7-tetrahydro-6H-pyrazolo[3,4-c]pyridin-6-yl)(1-(2,2,2-trifluoroethyl)-1H-pyrrolo[2,3-b]pyridin-4-yl)methanone